2-bromo-1-(2,6-dimethylphenyl)-1H-imidazole BrC=1N(C=CN1)C1=C(C=CC=C1C)C